C(#N)C(C=1C=NC=CC1C(F)(F)F)NC([C@H](CC1CC1)NC(=O)C=1NC2=C(C=CC=C2C1)F)=O N-[(1S)-2-[[cyano-[4-(trifluoromethyl)-3-pyridyl]methyl]amino]-1-(cyclopropylmethyl)-2-oxo-ethyl]-7-fluoro-1H-indole-2-carboxamide